(4-(t-butylacryloxy)phenyl)(p-tolyl)iodonium C(C)(C)(C)C=CC(=O)OC1=CC=C(C=C1)[I+]C1=CC=C(C=C1)C